CC1=CC=C(C=C1)S(=O)(=O)C(CCCC(CO)O)O 6-(p-toluenesulfonyl)-1,2,6-hexanetriol